C[C@@]1([C@H](O)O[C@@H]([C@@H]([C@@H]1O)O)CO)O 2-methyl-β-D-galactose